N,N-dihexyl-2,2-difluoroethylamine hydrochloride Cl.C(CCCCC)N(CCCCCC)CC(F)F